4-Bromo-1-methyl-pyrazole-5-carboxaldehyde BrC=1C=NN(C1C=O)C